6-[[4-(trifluoromethylsulfonyl)pyrazol-1-yl]methyl]-2-azaspiro[3.3]heptane FC(S(=O)(=O)C=1C=NN(C1)CC1CC2(CNC2)C1)(F)F